BrC=1C=NN(C1)C(F)F 4-bromo-1-Difluoromethylpyrazole